COC(=O)C1=CSC(=C1S(=O)(=O)N=C=O)C METHYL-4-ISOCYANATOSULFONYL-5-METHYL-THIOPHENE-3-CARBOXYLATE